tert-butyl (S)-2-(4-fluoro-3,5-dimethylphenyl)-4-methyl-3-(2-oxo-2,3-dihydro-1H-imidazol-1-yl)-2,4,6,7-tetrahydro-5H-pyrazolo[4,3-c]pyridine-5-carboxylate FC1=C(C=C(C=C1C)N1N=C2C([C@@H](N(CC2)C(=O)OC(C)(C)C)C)=C1N1C(NC=C1)=O)C